3,4-dihydro-1H-isoquinoline-5-carbonitrile C1NCCC=2C(=CC=CC12)C#N